8-oxooctahydro-2,7-naphthyridine-2(1H)-carboxylic acid tert-butyl ester C(C)(C)(C)OC(=O)N1CC2C(NCCC2CC1)=O